F[Si](N[Si](C=C)(F)F)(C=C)F 1,1,3,3-tetrafluoro-1,3-divinyldisilazane